(R)-2-Methyl-6-[(1R,3aS,7aR,E)-7a-methyl-4-{2-[4-(thiophen-2-yl)-1H-1,2,3-triazol-1-yl]ethylidene}octahydro-1H-inden-1-yl]heptan-2-ol CC(C)(CCC[C@@H](C)[C@H]1CC[C@H]2/C(/CCC[C@]12C)=C/CN1N=NC(=C1)C=1SC=CC1)O